[NH4+].C1=CC=CC2=CC=CC=C12 naphthalene, ammonium salt